2,2'-(2,5-difluoro-1,4-phenylene)bis[4,4,5,5-tetramethyl-1,3,2-dioxaborolane] FC1=C(C=C(C(=C1)B1OC(C(O1)(C)C)(C)C)F)B1OC(C(O1)(C)C)(C)C